COC1=CC=C(C=C1)CN1C(C(CCC1=O)N1C(N(C2=C1C=CC(=C2)N2CCC(CC2)CN(C(OC(C)(C)C)=O)C)C)=O)=O tert-butyl N-[[1-(1-[1-[(4-methoxyphenyl) methyl]-2,6-dioxopiperidin-3-yl]-3-methyl-2-oxo-1,3-benzodiazol-5-yl) piperidin-4-yl] methyl]-N-methylcarbamate